N-([1,1'-Biphenyl]-3-yl)-4-methoxy-6-(1H-pyrazol-1-yl)nicotinamide C1(=CC(=CC=C1)NC(C1=CN=C(C=C1OC)N1N=CC=C1)=O)C1=CC=CC=C1